pentane-1,3,4-triol C(CC(C(C)O)O)O